C(C)(C)(C)OC(=O)N1CCC(CC1)CNC(=O)C=1SC=2N=CN=C(C2N1)SC 4-[[(7-Methylsulfanylthiazolo[5,4-d]pyrimidine-2-carbonyl)amino]methyl]piperidine-1-carboxylic acid tert-butyl ester